C(C1=CC=CC=C1)(=O)O[C@H](C)COC(C)COC(C1=CC=CC=C1)=O r-dipropylene glycol dibenzoate